C(CCC)[P+](CCCCCCCCCCCCCC)(CCCC)CCCC tributyl-(tetradecyl)phosphonium